BrC1=CC=CC(=N1)NC([C@H](C(C)C)NC(OC(C)(C)C)=O)=O tert-butyl (S)-1-(6-bromopyridin-2-ylamino)-3-methyl-1-oxobutan-2-ylcarbamate